Cobalt (II) acetat C(C)(=O)[O-].[Co+2].C(C)(=O)[O-]